7-(8-fluoro-2-methylimidazo[1,2-a]pyridin-6-yl)-3-(piperidin-4-yl)quinazolin-4(3H)-one FC=1C=2N(C=C(C1)C1=CC=C3C(N(C=NC3=C1)C1CCNCC1)=O)C=C(N2)C